(+-)-3-((dimethylamino)methylene)-9,10-dimethoxy-1,3,4,6,7,11b-hexahydro-2H-pyrido[2,1-a]isoquinolin-2-one CN(C)C=C1C(C[C@H]2N(CCC3=CC(=C(C=C23)OC)OC)C1)=O |r|